BrC1=C(C=C2C(=NN(C2=C1)C)F)C(=O)OC Methyl 6-bromo-3-fluoro-1-methyl-indazole-5-carboxylate